Di-tert-butyl (2S,4R)-4-hydroxypyrrolidine-1,2-dicarboxylate O[C@@H]1C[C@H](N(C1)C(=O)OC(C)(C)C)C(=O)OC(C)(C)C